N1(CCCC1)C=1OC2=C(N1)C=C(C=C2)NC(=O)C=2C=CC1=C(CCO1)C2 2,3-dihydro-benzofuran-5-carboxylic acid (2-pyrrolidin-1-yl-benzoxazol-5-yl)-amide